ethyl 6-((1-((1,3-dihydroxy-2-methyl propan-2-yl)sulfonyl)cyclopropyl)methyl)-1-methyl-7-oxo-4,5,6,7-tetrahydro-1H-pyrazolo[3,4-c]pyridine-3-carboxylate OCC(CO)(C)S(=O)(=O)C1(CC1)CN1C(C2=C(CC1)C(=NN2C)C(=O)OCC)=O